2-[[[3-ethylsulfonyl-5-(2,2,2-trifluoroethoxy)-2-pyridyl]amino]methyl]-5-(1,1,2,2,2-pentafluoroethyl)thiophene-3-carboxylic acid C(C)S(=O)(=O)C=1C(=NC=C(C1)OCC(F)(F)F)NCC=1SC(=CC1C(=O)O)C(C(F)(F)F)(F)F